1-(4-nitrophenyl)-3-(4-(trifluoromethyl)phenyl)urea [N+](=O)([O-])C1=CC=C(C=C1)NC(=O)NC1=CC=C(C=C1)C(F)(F)F